ClC1=C(C=C(C=C1)C1CCN(CC1)C=1C=CC=C2C(=NN(C12)C)C=1C(=NC(=CC1)OCC1=CC=CC=C1)OCC1=CC=CC=C1)C 7-[4-(4-chloro-3-methyl-phenyl)-1-piperidyl]-3-(2,6-dibenzyloxy-3-pyridyl)-1-methyl-indazole